2,4-Dioxo-3-(4-methoxybenzyl)-N-(2-chlorophenyl)-1,2,3,4-tetrahydropyrimidine-5-carboxamide O=C1NC=C(C(N1CC1=CC=C(C=C1)OC)=O)C(=O)NC1=C(C=CC=C1)Cl